ClC1=CC(=CC=2N(C(=NC21)N2CCOCC2)C)C2=CC=C(C=C2)N2CCN(CC2)C(C)C 4-(4-chloro-6-(4-(4-isopropylpiperazin-1-yl)phenyl)-1-methyl-1H-benzo[d]imidazol-2-yl)morpholine